3-[1-(3-Aminopropanoyl)-4-piperidyl]-1-sulfamoyl-pyrrole-2-carboxylic acid NCCC(=O)N1CCC(CC1)C1=C(N(C=C1)S(N)(=O)=O)C(=O)O